n-Hexadecyl-trimethoxy-silan C(CCCCCCCCCCCCCCC)[Si](OC)(OC)OC